rac-N-methyl-3-oxo-N-(3-oxo-4-(trifluoromethyl)-3,5,6,7-tetrahydro-2H-cyclopenta[c]pyridazin-7-yl)-3-(4-(5-(trifluoromethyl)pyrimidin-2-yl)piperazin-1-yl)propanamide CN(C(CC(N1CCN(CC1)C1=NC=C(C=N1)C(F)(F)F)=O)=O)[C@@H]1CCC=2C1=NNC(C2C(F)(F)F)=O |r|